6-(2,6-dichloro-4-nitro-phenoxy)-1-methyl-3,4-dihydroquinolin-2-one ClC1=C(OC=2C=C3CCC(N(C3=CC2)C)=O)C(=CC(=C1)[N+](=O)[O-])Cl